7-chloro-6-((2-methyl-4-(4-methylpiperazin-1-yl)phenyl)amino)quinoline-5,8-dione ethyl-3-methyl-1-phenyl-4,5,6,7-tetrahydro-1H-indole-2-carboxylate C(C)OC(=O)C=1N(C=2CCCCC2C1C)C1=CC=CC=C1.ClC1=C(C(C=2C=CC=NC2C1=O)=O)NC1=C(C=C(C=C1)N1CCN(CC1)C)C